C(C1=CC=CC=C1)C1(CC1)NC(CC[C@H](NC([C@H](CC1CCCCC1)NC(=O)OCC1=CC(=CC=C1)Cl)=O)C(=O)OC)=O Methyl N5-(1-benzylcyclopropyl)-N2-((S)-2-((((3-chlorobenzyl)oxy)carbonyl)amino)-3-cyclohexylpropanoyl)-L-glutaminate